BrC=1C=C(C=C2C=CC(=C(C12)Cl)F)OCOC 8-bromo-1-chloro-2-fluoro-6-(methoxymethoxy)naphthalene